4-(3-METHYLBENZOYL)PYRIDIN CC=1C=C(C(=O)C2=CC=NC=C2)C=CC1